3,5-diisopropyl-2,4-diaminotoluene C(C)(C)C=1C(=C(C)C=C(C1N)C(C)C)N